(S)-4-(N-methylacetamido)-3-(4-methylphenyl)-N-((R)-1-(2-(trifluoromethyl)pyrimidin-5-yl)ethyl)-4,5-dihydro-1H-pyrazol-1-carboxamide CN(C(C)=O)[C@@H]1C(=NN(C1)C(=O)N[C@H](C)C=1C=NC(=NC1)C(F)(F)F)C1=CC=C(C=C1)C